CC1=CC=C(C=C1)[C@@H](O)C1=NC=CC=C1 (R)-(4-methylphenyl)(2-pyridyl)methanol